2,3-dimethyl-4-isobutoxyphenol CC1=C(C=CC(=C1C)OCC(C)C)O